C(C=C)N(C1(CCC2(CN(C(N2CC2CCC2)=O)CC2=CC=C(C=C2)OC)CC1)C1=CC=CC=C1)C 8-(allyl-methyl-amino)-1-(cyclobutyl-methyl)-3-[(4-methoxyphenyl)-methyl]-8-phenyl-1,3-diazaspiro[4.5]decan-2-one